BrCC(=O)C1=C(C2=C(NC=N2)C=C1)C 2-bromo-1-(4-methyl-1H-1,3-benzimidazol-5-yl)ethanone